C(#N)[C@H](CC1=C(C=C(C=C1)C=1C=CC2=C(N(C(O2)=O)C)C1)F)NC(=O)[C@@H]1C[C@H]2[C@@H](N1C(=O)OC(C)(C)C)COC2 tert-butyl (2S,3aS,6aR)-2-{[(1S)-1-cyano-2-[2-fluoro-4-(3-methyl-2-oxo-1,3-benzoxazol-5-yl)phenyl]ethyl]carbamoyl}-hexahydrofuro[3,4-b]pyrrole-1-carboxylate